FC1(C2CN(CC12)C1=CC=C(C(=N1)C)C=O)F 6-{6,6-difluoro-3-azabicyclo[3.1.0]hex-3-yl}-2-methylpyridine-3-carbaldehyde